N-((1-((2-(3,5-dichlorophenyl)-6-((6-(4-((1-hydroxycyclopropyl)methyl)piperazin-1-yl)pyridin-3-yl)oxy)pyridin-4-yl)methyl)piperidin-4-yl)methyl)acetamide ClC=1C=C(C=C(C1)Cl)C1=NC(=CC(=C1)CN1CCC(CC1)CNC(C)=O)OC=1C=NC(=CC1)N1CCN(CC1)CC1(CC1)O